(2-((5-chloro-2-((3-chloro-4-(2-(cyclopentylamino)-7-azaspiro[3.5]nonan-7-yl)phenyl)amino)pyrimidin-4-yl)amino)phenyl)dimethyl-phosphine oxide ClC=1C(=NC(=NC1)NC1=CC(=C(C=C1)N1CCC2(CC(C2)NC2CCCC2)CC1)Cl)NC1=C(C=CC=C1)P(C)(C)=O